[O].[Si].[Ta] tantalum silicon oxygen